OCC(C(=O)OC1=C(C=CC=C1)OC)(C)CO 2-methoxyphenyl 3-hydroxy-2-(hydroxymethyl)-2-methylpropionate